ClC=1N=C(C(N(C1C1=CC=CC=C1)CC(=O)OCC1=CC=CC=C1)=O)NCC1(COC1)C1=CC=CC=C1 benzyl 2-(5-chloro-2-oxo-6-phenyl-3-(((3-phenyloxetan-3-yl)methyl)amino)pyrazin-1(2H)-yl)acetate